N(C(=N)N)C(CC(=O)O)C(=O)OC(CCCCCCC\C=C/CCCCCCCC)CCCCCCCC\C=C/CCCCCCCC 3-guanidino-4-(((9Z,27Z)-hexatriacont-9,27-dien-18-yl)oxy)-4-oxobutanoic acid